C1(NCCC12CC=CCC2)=O 2-azaspiro[4.5]dec-7-en-1-one